C(C)(C)(C)NS(=O)(=O)C1=CC=C(C=C1)NC([C@H](CC1=CNC2=CC=CC=C12)NC(C1=CC=C(C=C1)F)=O)=O (S)-N-(1-(4-(N-tert-butylsulfamoyl)phenylamino)-3-(1H-indol-3-yl)-1-oxoprop-2-yl)-4-fluorobenzamide